decanedioic acid bis(2,2,6,6-tetramethyl-1-(octyl oxy)-4-piperidyl) ester CC1(N(C(CC(C1)OC(CCCCCCCCC(=O)OC1CC(N(C(C1)(C)C)OCCCCCCCC)(C)C)=O)(C)C)OCCCCCCCC)C